17α,21-Dihydroxypregn-4-ene-3,11,20-trione O[C@]1(C(CO)=O)CC[C@H]2[C@@H]3CCC4=CC(CC[C@]4(C)[C@H]3C(C[C@]12C)=O)=O